OC1(CCC1)C=1C=C(C(=NC1)C=1C=C(SC1C)C(=O)OC)OCOC methyl 4-[5-(1-hydroxycyclobutyl)-3-(methoxymethoxy)pyridin-2-yl]-5-methylthiophene-2-carboxylate